2-(1-methyl-1H-pyrazol-4-yl)-1-p-toluenesulfonyl-1H-pyrrole CN1N=CC(=C1)C=1N(C=CC1)S(=O)(=O)C1=CC=C(C)C=C1